(4-(7H-dibenzocarbazol-7-yl)butyl)phosphonic acid C1=CC=CC=2C1=C1C=3C=CC=CC3N=C1C=1C2C=CC(C1)CCCCP(O)(O)=O